[3-(6,8-Difluoro-imidazo[1,2-a]pyridin-3-yl)-1-(2,2,2-trifluoro-ethyl)-1H-pyrazolo[4,3-c]pyridin-6-yl]-(2-oxa-7-aza-spiro[3.5]non-7-yl)-methanon FC=1C=C(C=2N(C1)C(=CN2)C2=NN(C1=C2C=NC(=C1)C(=O)N1CCC2(COC2)CC1)CC(F)(F)F)F